4-((1r,5s)-3,8-diazabicyclo[3.2.1]oct-3-yl)-6,8-difluoro-2-((4-methoxy-1,3-dimethylpiperidin-3-ylmethoxy)quinazolin-7-yl)-6-fluoro-5-((triisopropylsilyl)ethynyl)naphthalen-2-ol [C@H]12CN(C[C@H](CC1)N2)C2=CC(C=C1C(=CC(C(=C21)C#C[Si](C(C)C)(C(C)C)C(C)C)(F)F)F)(O)C2=CC=C1C=NC(=NC1=C2)OCC2(CN(CCC2OC)C)C